C(CC)N1N=CC(=C1)C=1C2=C(N=C(N1)NCCOCCOCCOCCOCCNC(OC(C)(C)C)=O)N(C=C2)COCC[Si](C)(C)C tert-butyl (14-((4-(1-propyl-1H-pyrazol-4-yl)-7-((2-(trimethylsilyl)ethoxy)methyl)-7H-pyrrolo[2,3-d]pyrimidin-2-yl)amino)-3,6,9,12-tetraoxatetradecyl)carbamate